FC=1C=C2C(=CNC2=CC1)C([2H])([2H])C1=CNC2=CC=C(C=C12)F bis(5-fluoro-1H-indol-3-yl)methane-d2